C(CCC)C=1C(=NC(=NC1)NS(=O)(=O)CC)C1=CN(C(C(=C1)C(C)C)=O)C N-[5-butyl-4-(1-methyl-6-oxo-5-propan-2-ylpyridin-3-yl)pyrimidin-2-yl]ethanesulfonamide